4-(3-Bromo-2-{1-(p-chlorophenyl)(5-2H)-1H-pyrazol-3-yloxylmethyl}phenyl)-1-methyl-1,4-dihydro-1,2,3,4-tetraazol-5-one BrC=1C(=C(C=CC1)N1N=NN(C1=O)C)COC1=NN(C(=C1)[2H])C1=CC=C(C=C1)Cl